p-hydroxydecyl-benzoic acid OCCCCCCCCCCC1=CC=C(C(=O)O)C=C1